5-bromo-2,2-dimethyl-2,3-dihydro-1H-imidazole BrC1=CNC(N1)(C)C